3-{4-[4-(3-chlorophenyl)-4-hydroxypiperidine-1-sulfonyl]phenyl}-1-(pyridin-3-ylmethyl)urea ClC=1C=C(C=CC1)C1(CCN(CC1)S(=O)(=O)C1=CC=C(C=C1)NC(NCC=1C=NC=CC1)=O)O